4-[(5-chloro-1,1,3-trioxo-isothiazol-2-yl)methyl]cyclohexanecarboxylic acid ClC1=CC(N(S1(=O)=O)CC1CCC(CC1)C(=O)O)=O